C(C)OC(C(=CCBr)C)=O 2-methyl-4-bromo-2-butenoic acid ethyl ester